2-Naphthalen-2-yl-3-oxoisoindolin C1=C(C=CC2=CC=CC=C12)N1CC2=CC=CC=C2C1=O